2-(4-bromo-phenyl)benzothiophene BrC1=CC=C(C=C1)C=1SC2=C(C1)C=CC=C2